NCC1=C(C=C(C=N1)C1C(NC(CC1)=O)=O)F 3-(6-(Aminomethyl)-5-fluoropyridin-3-yl)piperidine-2,6-dione